N-(((2R,3S,4R,5S)-5-(4-aminopyrrolo[2,1-f][1,2,4]triazin-7-yl)-3,4-dihydroxytetrahydrofuran-2-yl)methyl)-5-chloronaphthalene-2-sulfonamide NC1=NC=NN2C1=CC=C2[C@H]2[C@@H]([C@@H]([C@H](O2)CNS(=O)(=O)C2=CC1=CC=CC(=C1C=C2)Cl)O)O